C(CO)(=O)O r-glycolic acid